FC1(CC=2C=CC=C(C2C1O)C(=O)O)F 2,2-difluoro-3-hydroxy-1,3-dihydroindene-4-carboxylic acid